ClC1=C(C(=O)N([C@@H]2COCC2)C)C=CC(=C1)OCCCCC1CCN(CC1)C([C@@](C(F)(F)F)(C1=CC=CC=C1)O)=O |o1:6,28| 2-chloro-N-methyl-N-((S or R)-tetrahydro-furan-3-yl)-4-(4-(1-((R or S)-3,3,3-trifluoro-2-hydroxy-2-phenylpropanoyl)piperidin-4-yl)butoxy)benzamide